BrC1=C(C(=CC=C1)S(=O)(=O)NC)CCOC(C)=O.NC1=C(OC2=CC=C(OC3=CC(=CC=C3)OC3=CC=C(C=C3)OC3=C(C=CC=C3C)N)C=C2)C(=CC=C1)C 1,3-bis(4-(2-amino-6-methylphenoxy)phenoxy)benzene 2-{2-bromo-6-[(methylamino)dioxo-λ6-sulfanyl]phenyl}ethyl-acetate